BrC=1C=C(C(=NC1)C1=CC=C(N=N1)N1C[C@@H](CC1)NC(C)(C)C)OCOC (3R)-1-[6-[5-bromo-3-(methoxymethoxy)-2-pyridyl]pyridazin-3-yl]-N-tert-butyl-pyrrolidin-3-amine